FC(S(=O)(=O)OC=1C=C2CN(CC2=CC1)C1=NC=CC(=N1)C1=NC=CC(=N1)\C=C\C1=CC=NC=C1)(F)F (E)-2-(4-(2-(Pyridin-4-yl)vinyl)-[2,4'-bipyrimidin]-2'-yl)isoindolin-5-yl trifluoromethanesulfonate